5-(4-chlorophenyl)-1-(2,4-dichlorophenyl)-4-methyl-1H-pyrazol-3-yl-(1H-imidazol-1-yl)methanone t-butyl-([(4-methylphenyl)sulfonyl]oxy)carbamate C(C)(C)(C)OC(NOS(=O)(=O)C1=CC=C(C=C1)C)=O.ClC1=CC=C(C=C1)C1=C(C(=NN1C1=C(C=C(C=C1)Cl)Cl)C(=O)N1C=NC=C1)C